2-oxo-5-(4-(pyrimidin-2-ylmethoxy)phenyl)-6-(trifluoromethyl)-1,2-dihydropyridine-3-carboxamide O=C1NC(=C(C=C1C(=O)N)C1=CC=C(C=C1)OCC1=NC=CC=N1)C(F)(F)F